NC(CO)CCP(=O)CO 2-amino-4-(hydroxymethylphosphinyl)butanol